C(C)(C)(C)S(=O)(=O)C1(CC1)CN1C(C=2N(CC1)C(=CC2)C(=O)NCC2=CC=C(C=C2)Cl)=O 2-((1-(tert-butylsulfonyl)cyclopropyl)methyl)-N-(4-chlorobenzyl)-1-oxo-1,2,3,4-tetrahydropyrrolo[1,2-a]pyrazine-6-carboxamide